6-(benzo[d]thiazol-2-ylmethoxy)quinoline-2,4-dicarboxylic acid S1C(=NC2=C1C=CC=C2)COC=2C=C1C(=CC(=NC1=CC2)C(=O)O)C(=O)O